tert-butyl 4-(5-amino-1,3,4-thiadiazol-2-yl)piperazine-1-carboxylate NC1=NN=C(S1)N1CCN(CC1)C(=O)OC(C)(C)C